C(C)(C)(C)OC(=O)NC1(CC1)C1(C(=O)O)CC=CC=C1 1-((tert-Butoxycarbonylamino)cyclopropyl)benzoic acid